N,N',N''-tri(1-isocyanatohexyl)isocyanuric acid N(=C=O)C(CCCCC)N1C(=O)N(C(=O)N(C1=O)C(CCCCC)N=C=O)C(CCCCC)N=C=O